Gallium phosphorus tert-Butyl 6-(5-(5-(1-(3,5-dichloropyridin-4-yl)ethoxy-2,2,2-d3)-1-(tetrahydro-2H-pyran-2-yl)-1H-indazol-3-yl)pyridin-2-yl)-2,6-diazaspiro[3.3]heptane-2-carboxylate ClC=1C=NC=C(C1C(C([2H])([2H])[2H])OC=1C=C2C(=NN(C2=CC1)C1OCCCC1)C=1C=CC(=NC1)N1CC2(CN(C2)C(=O)OC(C)(C)C)C1)Cl.[P].[Ga]